(4-(cyclopropylcarbamoyl)phenyl)boronic acid C1(CC1)NC(=O)C1=CC=C(C=C1)B(O)O